[O-2].[Nb+5].[Na+].[O-2].[O-2] sodium-Niobium Oxide